3-[(6-{8-[(2-cyano-2-methylideneethyl)amino]-7-methoxynaphthalen-2-yl}pyridin-2-yl)formamido]propanamide C(#N)C(CNC=1C(=CC=C2C=CC(=CC12)C1=CC=CC(=N1)C(=O)NCCC(=O)N)OC)=C